5-(6-((2S,6R)-2,6-dimethylmorpholino)imidazo[1,2-b]pyridazin-3-yl)-2-fluorobenzonitrile C[C@@H]1O[C@@H](CN(C1)C=1C=CC=2N(N1)C(=CN2)C=2C=CC(=C(C#N)C2)F)C